C1(CC1)N1C=C(C(C2=CC(=C(C(=C12)F)N1CC2NCCC[C@H]2C1)OC)=O)C(=O)O 1-cyclopropyl-8-fluoro-6-methoxy-1,4-dihydro-7-[(4aS)-octahydro-6H-pyrrolo[3,4-B]pyridin-6-yl]-4-oxo-3-quinolinecarboxylic acid